C(C1=CC=CC=C1)OC=1C=C(C=NC1)C1=C(C=CC2=CC=CC=C12)SCC(=O)NC(C(=O)NC)CC1=CC(=C(C=C1)C)OC 2-(2-((1-(5-(benzyloxy)pyridin-3-yl)naphthalen-2-yl)thio)acetamido)-3-(3-methoxy-4-methylphenyl)-N-methylpropanamide